[Cl-].CC1=C(C[N+](C)(C)C)C=C(C=C1)C (2,5-dimethylbenzyl)trimethylammonium chloride